isopropyl-(methyl)(phenyl)phosphine oxide C(C)(C)P(C1=CC=CC=C1)(C)=O